C1(=CC=C(C=C1)COC1=C(C2=CC=CC=C2C=C1)C=1C(=CC=C2C=CC=CC12)O)COC1(C(=C2C=CC=CC2=CC1)C1=CC=CC2=CC=CC=C12)O 2',2''-[1,4-phenylenebis(methyleneoxy)]di([1,1'-binaphthalen]-2-ol)